ClCC(=O)NCCCNC1=NC2=CC(=C(C=C2C(=N1)NC1CCN(CC1)C1CCCC1)OC)OC 2-chloro-N-(3-((4-((1-cyclopentylpiperidin-4-yl)amino)-6,7-dimethoxyquinazolin-2-yl)amino)propyl)acetamide